ethyl 6-[5-[5-[(1R)-1-(3,5-dichloro-2-fluoro-4-pyridyl)ethoxy]-1H-indazol-3-yl]-2-pyridyl]-2,6-diazaspiro[3.3]heptane-2-carboxylate ClC=1C(=NC=C(C1[C@@H](C)OC=1C=C2C(=NNC2=CC1)C=1C=CC(=NC1)N1CC2(CN(C2)C(=O)OCC)C1)Cl)F